FC(OC1=CC=C(C=C1)C1=CC=NC=N1)(F)F 6-[4-(trifluoromethoxy)phenyl]pyrimidine